Cl.CC1=CNC2=NC=CC(=C21)N2CCSC(=C2)C(=O)NC([C@@H]2NCCC2)C2=CC=CC=C2 4-(3-methyl-1H-pyrrolo[2,3-b]pyridin-4-yl)-N-(phenyl((R)-pyrrolidin-2-yl)methyl)-3,4-dihydro-2H-1,4-thiazine-6-carboxamide hydrochloride